5-amino-2-phenyl-pyrimidine-4-carboxylic acid ethyl ester C(C)OC(=O)C1=NC(=NC=C1N)C1=CC=CC=C1